(2-ethyldecahydro-1,4:5,8-dimethanonaphthalene-2,6-diyl)dimethanol C(C)C1(C2C3C4CC(C(C3C(C1)C2)C4)CO)CO